ClC=1C=C(C=C(C1)S(=O)(=O)C)NC(=O)C1=CN(C(=C1)C1=NC=C(C=C1)N1CC(C1)OC)C N-(3-chloro-5-(methylsulfonyl)phenyl)-5-(5-(3-methoxyazetidin-1-yl)pyridin-2-yl)-1-methyl-1H-pyrrole-3-carboxamide